S(=O)(=O)(O)C(CC(=O)O)C(=O)O.C(CCCCCCCCCCC)OCCCCCCCCCCCC lauryl ether-3-sulfosuccinate salt